C(C=C)(=O)OCOC(C=C)=O N'-methylene diacrylate